(S)-1-(4-(5-methoxy-1H-benzo[d][1,2,3]triazol-1-yl)phenyl)ethan-1-amine hydrochloride Cl.COC1=CC2=C(N(N=N2)C2=CC=C(C=C2)[C@H](C)N)C=C1